ClC=1C(=NC=CC1C=N[S@@](=O)C(C)(C)C)F (S)-N-((3-chloro-2-fluoropyridin-4-yl)methylene)-2-methylpropane-2-sulfinamide